5-(4-Fluorobenzyl)-4H-1,2,4-triazole-3-carboxylic acid FC1=CC=C(CC=2NC(=NN2)C(=O)O)C=C1